(2S,4R)-1-[(2S)-2-(11-aminoundecanoylamino)-3,3-dimethyl-butanoyl]-4-hydroxy-N-[[4-(4-methylthiazol-5-yl)phenyl]methyl]pyrrolidine-2-carboxamide NCCCCCCCCCCC(=O)N[C@H](C(=O)N1[C@@H](C[C@H](C1)O)C(=O)NCC1=CC=C(C=C1)C1=C(N=CS1)C)C(C)(C)C